5-(ethylphenyl)-bicyclo[2.2.1]hept-2-ene C(C)C1=C(C=CC=C1)C1C2C=CC(C1)C2